COC=1C=C(\C=C\2/CCCN3C2=NC2=C(C3=O)C=C(O2)C2=CC=C(C=C2)F)C=CC1OC (E)-9-(3,4-dimethoxybenzylidene)-2-(4-fluorophenyl)-6,7,8,9-tetrahydro-4H-furo[2,3-d]pyrido[1,2-a]pyrimidin-4-one